N-(2,3-Dihydro-1H-inden-2-yl)-5-methyl-2-(5-morpholin-4-yl-3,4'-bipyridin-2'-yl)-1H-imidazole-4-carboxamide trifluoroacetate salt FC(C(=O)O)(F)F.C1C(CC2=CC=CC=C12)NC(=O)C=1N=C(NC1C)C1=NC=CC(=C1)C=1C=NC=C(C1)N1CCOCC1